5-([1,2,4]triazolo[1,5-a]pyridin-7-yl)-N-((3s,4s)-3-fluoro-1-methylpiperidin-4-yl)-4-methoxypyrrolo[2,1-f][1,2,4]triazin-2-amine N=1C=NN2C1C=C(C=C2)C=2C=CN1N=C(N=C(C12)OC)N[C@@H]1[C@H](CN(CC1)C)F